O[C@@H]1CC[C@H](C2=CC=C(C=C12)C)NC(=O)C=1C(NC(=CC1)C(F)(F)F)=O N-((1R,4R)-4-hydroxy-6-methyl-1,2,3,4-tetrahydronaphthalen-1-yl)-2-oxo-6-(trifluoromethyl)-1,2-dihydropyridine-3-carboxamide